3-fluoro-4-(1-hydroxyethyl)-5-(1H-benzimidazol-5-yl)benzamide FC=1C=C(C(=O)N)C=C(C1C(C)O)C1=CC2=C(NC=N2)C=C1